1-(4-{5-[1-(2-Ethoxy-ethyl)-1H-pyrazol-4-ylamino]-2H-pyrazol-3-yl}-3-fluoro-phenyl)-imidazolidin-2-one C(C)OCCN1N=CC(=C1)NC=1C=C(NN1)C1=C(C=C(C=C1)N1C(NCC1)=O)F